C(C)(C)(C)OC(NCC1=NC=C(C=C1SC)Cl)=O ((5-chloro-3-(methylthio)pyridin-2-yl)methyl)carbamic acid tert-butyl ester